BrC=1C=C2C(=CC(=NC2=CC1)Cl)C(=O)N[C@@H]1CC[C@H](CC1)OC 6-bromo-2-chloro-N-[(trans)-4-methoxycyclohexyl]quinoline-4-carboxamide